4-(4-hydroxy-3,3-dimethylpyrrolidine-1-carbonyl)-N-(3-((R)-1-(4-methyl-4H-1,2,4-triazol-3-yl)propan-2-yl)phenyl)picolinamide OC1C(CN(C1)C(=O)C1=CC(=NC=C1)C(=O)NC1=CC(=CC=C1)[C@@H](CC1=NN=CN1C)C)(C)C